1,4-bis(glycidoxy)butane C(C1CO1)OCCCCOCC1CO1